C(C1=CC=CC=C1)OC[C@H]([C@@H]([C@@H]([C@](C(F)(F)F)(O)C)C)C1=C(C(=C(C=C1)F)F)OC)O (2R,3S,4S,5S)-6-benzyloxy-4-(3,4-difluoro-2-methoxy-phenyl)-1,1,1-trifluoro-2,3-dimethyl-hexane-2,5-diol